C(C)C1=CC=C2C(=N1)[C@H](CC1=C(O2)C=CC=C1)CNC |o1:8| (R*)-(2-ethyl-10,11-dihydrobenzo[6,7]oxepino[3,2-b]pyridin-11-yl)-N-methylmethanamine